OC(=O)C(F)(F)F.NC1=CC(=CC(N1)=O)C1=CC(=NC=C1C)NC1=NC(=NC=C1)C 6-amino-4-[5-methyl-2-[(2-methylpyrimidin-4-yl)amino]-4-pyridyl]-1H-pyridin-2-one TFA salt